ClC1=C(C=C(C=C1)CC(=O)O)NC(=S)C1=C(C=C(C=C1)OCCC1OCCCC1)C(F)(F)F [4-Chloro-3-({4-[2-(oxan-2-yl)ethoxy]-2-(trifluoromethyl)benzene-1-carbothioyl}amino)phenyl]acetic acid